S1NC=CC(C=C1)=O Thiazepin-5(2H)-one